2-Methoxy-4-(8,9,10,11-tetrahydro-3H-naphtho[1,2-e]indazol-7-yl)benzoic acid COC1=C(C(=O)O)C=CC(=C1)C1=CC2=C(C=3C=NNC3C=C2)C=2CCCCC12